BrC1=C(C=CC=C1)C1=CC(=CC=C1)C(=O)N[C@@H]1CCO[C@]12O[C@@H]([C@@H]([C@@H]([C@H]2O)N2N=NC(=C2)C2=CC(=C(C(=C2)F)F)F)O)CO 2'-Bromo-N-((4R,5S,7R,8R,9S,10R)-8,10-dihydroxy-7-(hydroxymethyl)-9-(4-(3,4,5-trifluorophenyl)-1H-1,2,3-triazol-1-yl)-1,6-dioxaspiro[4.5]decan-4-yl)-[1,1'-biphenyl]-3-carboxamide